COC1=CC=C(C=C1)CNCCO 2-{[(4-methoxyphenyl)methyl]amino}ethan-1-ol